4,4''-bis(1-methyl-1H-benzo[d]imidazol-2-yl)-3'-(4-(1-methyl-1H-benzo[d]imidazol-2-yl)phenyl)-[1,1':2',1''-terphenyl] CN1C(=NC2=C1C=CC=C2)C2=CC=C(C=C2)C=2C(=C(C=CC2)C2=CC=C(C=C2)C2=NC1=C(N2C)C=CC=C1)C1=CC=C(C=C1)C1=NC2=C(N1C)C=CC=C2